2-bromo-cyclopropylmethylmethylmethylcarbinol BrC1C(C1)CC(O)(C)C